C1=CC=CC=2C3=CC=CC=C3C(C12)COC(=O)NC(C(=O)O)CC1=CC=C(C=C1)C 9H-fluoren-9-ylmethoxycarbonylamino-3-(4-methylphenyl)propanoic acid